C1(CC1)NC(=O)OC1CCCC1 cyclopentyl (cyclopropylamino)methanoate